[Si](C)(C)(C(C)(C)C)OC=1C=C2C(=NN(C2=CC1)C1OCCCC1)C1=NN(N=C1)[C@H](CCOCC[C@H](C)CS(=O)(=O)[O-])C [(1S)-3-[(3S)-3-[4-[5-[tert-butyl(dimethyl)silyl]oxy-1-tetrahydropyran-2-yl-indazol-3-yl]triazol-2-yl]butoxy]-1-methyl-propyl]methanesulfonate